C1(=CC=CC=C1)C(C(Br)C1=CC=CC=C1)Br 1,2-diphenyl-1,2-dibromoethane